N,N-bis(2-hydroxyethyl)-3-aminopropionyl-urea OCCN(C(=O)NC(CCN)=O)CCO